1-(3-methoxycyclobutyl)-3-methyl-8-(6-(2,2,2-trifluoro-1-(2-(piperidin-1-yl)ethoxy)ethyl)pyridin-3-yl)-1,3-dihydro-2H-imidazo[4,5-c]cinnolin-2-one COC1CC(C1)N1C(N(C=2N=NC=3C=CC(=CC3C21)C=2C=NC(=CC2)C(C(F)(F)F)OCCN2CCCCC2)C)=O